ClC1=C(C=CC=C1)C=1N=C(SC1)NC(=O)C1=CC=C(C=N1)N1CC2(CN(C2)C(=O)OC(C)(C)C)C1 tert-butyl 6-(6-((4-(2-chlorophenyl) thiazol-2-yl) carbamoyl) pyridin-3-yl)-2,6-diazaspiro[3.3]heptane-2-carboxylate